C(C)C1=C(C=CC=C1)C1(CC=CC=C1)CS(=O)(=O)N(C)C1=CC=C(C=C1)N1C2=C(NC(CC1=O)=O)C1=CC=CC=C1C=C2 1-(2-ethylphenyl)-N-[4-(2,4-dioxo-1,2,3,4-tetrahydronaphtho[1,2-b][1,4]diazepin-5-yl)phenyl]phenyl-N-methylmethanesulfonamide